5-(4-hydroxyphenyl)-porphyrin zinc [Zn].OC1=CC=C(C=C1)C=1C2=CC=C(N2)C=C2C=CC(C=C3C=CC(=CC=4C=CC1N4)N3)=N2